CN1C(CC(CC1)N(C=1SC=2N=C(SC2N1)C1=CC=C(C2=C1NC=N2)C=2C=NNC2)C)C N-(1,2-Dimethylpiperidin-4-yl)-N-methyl-5-[4-(1H-pyrazol-4-yl)-1H-benzimidazol-7-yl][1,3]thiazolo[5,4-d][1,3]thiazol-2-amin